C(C)OC=1C(=CC(=C(C(=O)O)C1)F)C(NS(=O)(=O)C1(CC1)C)=O 5-ethoxy-2-fluoro-4-(((1-methylcyclopropyl)sulfonyl)carbamoyl)benzoic acid